CCCCCCCC/C=C\CCCCCCCCO Octadecenol